aza-valine CC(C)N(C(=O)O)N